1-phenylethyl-1H-1,2,3-triazole-5-carboxylic acid C1(=CC=CC=C1)C(C)N1N=NC=C1C(=O)O